N-(azetidin-3-ylmethyl)-4-[[3-(3-fluoro-4-methoxy-phenyl)imidazo[1,2-a]pyrazin-8-yl]amino]-N,2-dimethyl-benzamide N1CC(C1)CN(C(C1=C(C=C(C=C1)NC=1C=2N(C=CN1)C(=CN2)C2=CC(=C(C=C2)OC)F)C)=O)C